C1(=CC=CC=C1)C1CN(CCN1)C(C)=O 1-(3-phenylpiperazin-1-yl)ethan-1-one